1-(4-nitrobenzyl)-4-(2-(quinoline-3-yl)vinyl)quinoline [N+](=O)([O-])C1=CC=C(CN2CC=C(C3=CC=CC=C23)C=CC=2C=NC3=CC=CC=C3C2)C=C1